ClC1=C(C(=CC=C1)SC)C1CC(=NO1)C=1N=CSC1 4-(5-(2-chloro-6-(methylthio)phenyl)-4,5-dihydroisoxazol-3-yl)thiazol